NC1=C(C(=NC=N1)C(=O)N)Cl 6-amino-5-chloropyrimidine-4-carboxamide